4-((4-bromophenyl)amino)-2-methylpentan-2-ol BrC1=CC=C(C=C1)NC(CC(C)(O)C)C